6-{7-[(3S,4S)-3-fluoro-2,2,6,6-tetramethylpiperidin-4-yl]-7H-pyrrolo[2,3-c]pyridazin-3-yl}-5-hydroxy-1,3-benzoxazol-2(3H)-one formate C(=O)O.F[C@@H]1C(NC(C[C@@H]1N1C=CC2=C1N=NC(=C2)C2=CC1=C(NC(O1)=O)C=C2O)(C)C)(C)C